ClC1=CC=C(C=C1)C1=CC(=C(C(=C1)C(=O)N)NC(CCO)=O)C1=CC=C(C=C1)NC(=O)N 4-chloro-4'-(3-hydroxypropanamido)-4''-ureido-[1,1':3',1''-terphenyl]-5'-carboxamide